6-((methylamino)methyl)nicotinonitrile CNCC1=NC=C(C#N)C=C1